FC=1C=CC(=NC1C)C(=O)NC 5-fluoro-N,6-dimethylpicolinamide